C=CC=CCCC Heptenen